HYDROXYISOXAZOLE CC1=CC(=O)NO1